CC1=C(C=CC=C1NC(=O)N(C)C)NC(=O)N(C)C 1,1'-(methyl-m-phenylene)bis(3,3'-dimethylurea)